O=C1NC(CCC1N1C(C2=CC=C(C=C2C1=O)OCCOCCOCCOCC[C@@H]1CNCCO1)=O)=O 2-(2,6-dioxo-3-piperidyl)-5-[2-[2-[2-[2-[(2R)-morpholin-2-yl]ethoxy]ethoxy]ethoxy]ethoxy]isoindoline-1,3-dione